5-(3-chlorophenoxy)-1,2'-dimethyl-1H,2'H-[3,3'-bipyrazole]-4-carboxylic acid ClC=1C=C(OC2=C(C(=NN2C)C=2N(N=CC2)C)C(=O)O)C=CC1